1-(6-(4-((2',4'-difluoro-4-methoxy-[1,1'-biphenyl]-3-yl)amino)-7-methoxy-quinazolin-6-yl)-2,6-diazaspiro[3.3]heptan-2-yl)prop-2-en-1-one FC1=C(C=CC(=C1)F)C1=CC(=C(C=C1)OC)NC1=NC=NC2=CC(=C(C=C12)N1CC2(CN(C2)C(C=C)=O)C1)OC